2-[[4-(4-amino-3,5-dichloro-phenyl)-7-methoxy-1-oxo-isoindolin-2-yl]methyl]prop-2-enenitrile NC1=C(C=C(C=C1Cl)C1=C2CN(C(C2=C(C=C1)OC)=O)CC(C#N)=C)Cl